C(C1=CC=CC=C1)N1N=C(N=C1C1OCCC(=C1)B1OC(C(O1)(C)C)(C)C)C1CC1 1-benzyl-3-cyclopropyl-5-(4-(4,4,5,5-tetramethyl-1,3,2-dioxaborolan-2-yl)-5,6-dihydro-2H-pyran-2-yl)-1H-1,2,4-triazole